p-Allylanisole C(C=C)C1=CC=C(C=C1)OC